CS(=O)(=O)C1=C(C=CC=C1)NC1=NC=NC(=C1)NC1=NC=C(C=C1)C(C)NC1COCC1 N4-(2-(methylsulfonyl)phenyl)-N6-(5-(1-(tetrahydrofuran-3-ylamino)ethyl)pyridin-2-yl)pyrimidine-4,6-diamine